1-(3,5-dichloro-4-fluorophenyl)-2,2,2-trifluoroethan-1-one ClC=1C=C(C=C(C1F)Cl)C(C(F)(F)F)=O